((3-fluoro-6-nitro-2-(trifluoromethyl)phenyl)ethynyl)trimethylsilane palladium (II) bis(acetate) C(C)(=O)[O-].C(C)(=O)[O-].[Pd+2].FC=1C(=C(C(=CC1)[N+](=O)[O-])C#C[Si](C)(C)C)C(F)(F)F